C1=C(C=C(C(=C1O[C@H]2[C@@H]([C@H]([C@@H]([C@H](O2)CO)O)O)O)[O-])O[C@H]3[C@@H]([C@H]([C@@H]([C@H](O3)CO)O)O)O)C4=C(C=C5C(=CC(=O)C=C5O4)O)O[C@H]6[C@@H]([C@H]([C@@H]([C@H](O6)COC(=O)CC(=O)[O-])O)O)O The molecule is dianion of ternatin C5 arising from deprotonation of the malonyl carboxy and 5-and 7- hydroxy groups. It is a conjugate base of a ternatin C5.